[Cl-].[Cl-].[Cl-].C1(CCCC=2C3=CC=CC=C3CC12)[Ti+3] 1,2,3,4-tetrahydrofluorenyl-titanium trichloride